NC1CC(OCC1)C(=O)N[C@@H](CC1=CC=C(C=C1)C1=CC=C(C=C1)C#N)C#N 4-Amino-N-[(1S)-1-cyano-2-(4'-cyanobiphenyl-4-yl)ethyl]tetrahydro-2H-pyrancarboxamide